N1=C(C=CC=C1)C1=NC=CC=C1 bi-pyridine